2-(1-((R)-1-methoxypropan-2-yl)-3-methyl-1H-indazol-7-yl)-2-(3-((5-(5,6,7,8-tetrahydro-1,8-naphthyridin-2-yl)pentyl)oxy)azetidin-1-yl)acetic acid COC[C@@H](C)N1N=C(C2=CC=CC(=C12)C(C(=O)O)N1CC(C1)OCCCCCC1=NC=2NCCCC2C=C1)C